CC(C)C1=C(C=NC2=CC=CN=C12)NC(=O)NC=1C=NC(=C(C1)C(F)(F)F)N1N=CC=N1 N-(4-(propan-2-yl)-1,5-naphthyridin-3-yl)-N'-(6-(2H-1,2,3-triazol-2-yl)-5-(trifluoromethyl)pyridin-3-yl)urea